Cl.C1(=CC=CC=C1)COC(=O)N1CCC(CC1)N(C(=O)OCC1=CC=CC=C1)CCN 4-((2-aminoethyl)((phenylmethoxy)carbonyl)amino)piperidine-1-carboxylic acid phenylmethyl ester hydrochloride